BOC-benzene C(=O)(OC(C)(C)C)C1=CC=CC=C1